COC(C[C@H](CN1CC2(C1)CNCC2)C=2C=C(C=CC2)C=2N(C=CC2)C(=O)OC(C)(C)C)=C=O tert-butyl (S)-2-(3-(4-methoxy-4-carbonyl-1-(2,6-diazaspiro[3.4]octan-2-yl)butan-2-yl)phenyl)-1H-pyrrole-1-carboxylate